1-(5-((7-ethynyl-2,3-dihydrobenzo[b][1,4]dioxin-5-yl)amino)-7-(methylamino)pyrazolo[1,5-a]pyrimidin-3-yl)-3-methylurea C(#C)C=1C=C(C2=C(OCCO2)C1)NC1=NC=2N(C(=C1)NC)N=CC2NC(=O)NC